2-methyl-2-pentanethiol CC(C)(CCC)S